N-(2,6-dioxopiperidin-3-yl)-2-oxoindoline-7-carboxamide O=C1NC(CCC1NC(=O)C=1C=CC=C2CC(NC12)=O)=O